O=C(CO\N=C\C(C)C1=C2C=NNC(C2=CC=C1)=O)N1CCN(CC1)C1=NC=C(C=C1)C(F)(F)F (E)-2-(1-oxo-1,2-dihydrophthalazin-5-yl)propanal O-(2-oxo-2-(4-(5-(trifluoromethyl)pyridin-2-yl)piperazin-1-yl)ethyl) oxime